FC(C(=O)O)(F)F.[2H]C(OC1CNC1)([2H])[2H] 3-(trideuteriomethoxy)-azetidine trifluoroacetate